C1=NC(=CC2=CC=CC=C12)CN(C)C1C2=C(N(N=C2CCC1)C1=NC=CC=C1)O (isoquinolin-3-ylmethyl-methylamino)-2-pyridin-2-yl-4,5,6,7-tetrahydro-2H-indazol-3-ol